C(C)N(C(OC(C)(C)C)=O)[C@@H]1C[C@H](NCC1)C1=CC=CC=C1 tert-butyl ethyl((2S,4S)-2-phenylpiperidin-4-yl)carbamate